[(tert-butyldimethylsilyl)oxy]methylprop-2-enoic acid [Si](C)(C)(C(C)(C)C)OCC(C(=O)O)=C